C[NH+](C)CC1=CC=CC=C1 N,N-dimethylbenzyl-ammonium